C(CCCCCCCC)C(CO)CCCCCCCCCCC 2-nonyl-1-tridecanol